5-[6-(3-deuterio-7,8-dimethyl-[1,2,4]triazolo[4,3-b]pyridazin-6-yl)-7,8-dihydro-5H-1,6-naphthyridin-3-yl]thiazole [2H]C1=NN=C2N1N=C(C(=C2C)C)N2CC=1C=C(C=NC1CC2)C2=CN=CS2